CC1=CC=C(C=C1)C=1OC(=NN1)C 2-(4-methylphenyl)-5-methyl-1,3,4-oxadiazole